C1(CC1)[C@]1(C(N(C[C@H]1C)C1=NN(C2=CN=CC=C21)C2OCCCC2)=O)C#N (3R,4S)-3-cyclopropyl-4-methyl-2-oxo-1-(1-(tetrahydro-2H-pyran-2-yl)-1H-pyrazolo[3,4-c]pyridin-3-yl)pyrrolidine-3-carbonitrile